N-methyl-3-(7-Methoxy-1-methyl-β-carbolin-9-yl)propylamine CNCCCN1C2=CC(=CC=C2C=2C=CN=C(C12)C)OC